Nonane oxalate C(C(=O)O)(=O)O.CCCCCCCCC